CP(ON1C(CCC2=CC(=CN=C12)\C=C\C(=O)N(C)CC=1OC2=C(C1C)C=CC=C2)=O)([O-])=O ((E)-6-[(N-methyl-((3-methylbenzofuran-2-yl) methyl) amino)-3-oxoprop-1-en-1-yl]-2-oxo-3,4-dihydro-1,8-naphthyridin-1(2H)-yl) methylphosphonate